8-bromo-4-(2-chloro-6-fluoroquinazolin-4-yl)-3,4-dihydro-2H-benzo[b][1,4]oxazine BrC1=CC=CC2=C1OCCN2C2=NC(=NC1=CC=C(C=C21)F)Cl